ClC1=NC=C2N(C(N(C2=N1)CC1=CC=C(C=C1)N1N=C(C=C1OC)C(F)F)=N)CC(F)(F)F 2-chloro-9-[[4-[3-(difluoromethyl)-5-methoxy-pyrazol-1-yl]phenyl]methyl]-7-(2,2,2-trifluoroethyl)purin-8-imine